Cl.CN1CC2=C(CC1)N=C(S2)C(=O)O 4,5,6,7-tetrahydro-5-methyl-thiazolo[5,4-c]pyridine-2-carboxylic acid hydrochloride